C1CC12CN[C@@H](C2)C(=O)OCC2=CC=CC=C2 benzyl (S)-5-azaspiro[2.4]heptane-6-carboxylate